tert-butyl 4-((1r,3r)-3-((4-(2-fluoro-2-(phenylsulfonyl)vinyl)pyridin-2-yl)oxy)cyclobutoxy)piperidine-1-carboxylate FC(=CC1=CC(=NC=C1)OC1CC(C1)OC1CCN(CC1)C(=O)OC(C)(C)C)S(=O)(=O)C1=CC=CC=C1